3-Nitro-2-(prop-1-en-2-yl)-4-((2,3,5-trifluorophenyl)amino)benzoic acid methyl ester COC(C1=C(C(=C(C=C1)NC1=C(C(=CC(=C1)F)F)F)[N+](=O)[O-])C(=C)C)=O